COC1=C(C(=CC=C1)OC)N1C(=NC(C=C1O)=O)C1=CC=C(C=C1)F (2,6-dimethoxyphenyl)-2-(4-fluorophenyl)-6-hydroxypyrimidin-4(1H)-one